(R)-3-(3-(dimethylamino)-6-vinylpyridazin-4-yl)-10-methyl-9,10,11,12-tetrahydro-8H-[1,4]diazepino[5',6':4,5]thieno[3,2-f]quinolin CN(C=1N=NC(=CC1C1=NC=2C=CC3=C(C2C=C1)C1=C(S3)CN[C@@H](CN1)C)C=C)C